C(C)OC(=O)N1CC2(CC(C2)N2CCC(CC2)N(CC2=CN=CO2)CC)CC1 2-{4-[ethyl-(1,3-oxazol-5-ylmethyl)amino]piperidin-1-yl}-6-azaspiro[3.4]octane-6-carboxylic acid ethyl ester